C1=CC=CC=2C3=CC=CC=C3C(C12)COC(=O)N[C@H](C(=O)O)CC1=CNC2=C(C=CC=C12)C1=NC=C(C=C1)C(N)=O (S)-2-((((9H-fluoren-9-yl)methoxy)carbonyl)amino)-3-(7-(5-carbamoylpyridin-2-yl)-1H-indol-3-yl)propanoic acid